CN(CCN1N=C(C=CC1=O)C=1C=NC=CC1)C 2-(2-(dimethylamino)ethyl)-6-(pyridin-3-yl)pyridazin-3(2H)-one